OC1=C(C(=CC(=C1CNC(=O)C1CC1)CCCCC)O)C1=CC(=CC=C1)C N-((2,6-dihydroxy-3'-methyl-4-pentyl-[1,1'-biphenyl]-3-yl)methyl)cyclopropanecarboxamide